FC1=CC=C2CN(C(C2=C1)=O)C1=NC(=CC=C1)C1=NN=CN1C(C)C 6-fluoro-2-(6-(4-isopropyl-4H-1,2,4-triazol-3-yl)pyridin-2-yl)isoindolin-1-one